BrC=1C=C(C=CC1OC)C1NC=2C=CC3=C(C2C=2CC(CC(C12)=O)(C)C)C=CC=C3 5-(3-bromo-4-methoxyphenyl)-2,2-dimethyl-2,3,5,6-tetrahydrobenzo[a]phenanthridin-4(1H)-one